tetrahydropyran-2-carboxylic acid methyl ester COC(=O)C1OCCCC1